C(C1=CC=CC=C1)OC=1C(=C(C=C2C(=NC(=NC12)OC1CCOCC1)N1[C@@H]2CN([C@H](C1)C2)C(=O)OC(C)(C)C)C2CC2)C2=C(C(=CC(=C2)O)F)C tert-butyl (1S,4S)-5-{8-(benzyloxy)-6-cyclopropyl-7-(3-fluoro-5-hydroxy-2-methylphenyl)-2-[(oxan-4-yl)oxy]quinazolin-4-yl}-2,5-diazabicyclo[2.2.1]heptane-2-carboxylate